C(C)=O.[Al] aluminum (ethan-al)